NC1=NC=CC=C1C1=NC=2C(=NC(=CC2)N2N=CC=C2)N1C=1C=C2CC[C@@H](C2=CC1)N1CCC(NC2=C(C1=O)C=CC=C2C=O)=O 5-[(1S)-5-[2-(2-aminopyridin-3-yl)-5-(pyrazol-1-yl)imidazo[4,5-b]pyridin-3-yl]-2,3-dihydro-1H-inden-1-yl]-2,6-dioxo-3,4-dihydro-1H-1,5-benzodiazocine-10-carbaldehyde